N1CC(C1)NC=1C=C(C=CC1)NC(C1=CC(=CC=C1)NC1=CC=NC2=CC=C(C=C12)F)=O N-(3-(azetidin-3-ylamino)phenyl)-3-((6-fluoroquinolin-4-yl)amino)benzamide